2-(2-(2-Azidoethoxy)ethoxy)ethyl 4-methylbenzenesulfonate CC1=CC=C(C=C1)S(=O)(=O)OCCOCCOCCN=[N+]=[N-]